ClC=1C=C(C=CC1F)NC(=O)C1=C2C(=NC=C1)C(CC2)NC(=O)NC N-(3-chloro-4-fluorophenyl)-7-(3-methylureido)-6,7-dihydro-5H-cyclopenta[b]pyridine-4-carboxamide